N1(CCC1)C=1C2=C(N=C(N1)C)CN([C@@H]2C)C(=O)[C@H]2CN(CC2)C2=CC(=NC=C2)OC(F)F ((R)-4-(azetidin-1-yl)-2,5-dimethyl-5,7-dihydro-6H-pyrrolo[3,4-d]pyrimidin-6-yl)((R)-1-(2-(difluoromethoxy)pyridin-4-yl)pyrrolidin-3-yl)-methanone